4-[2-(4-hydroxyphenyl)vinyl]phenol OC1=CC=C(C=C1)C=CC1=CC=C(C=C1)O